CC(C(=O)OCC)(CCCCC(CCCCCC(C(=O)OCC)(C)C)=O)C diethyl 2,2,13,13-tetramethyl-7-oxotetradecanedioate